acryloyloxyethyl-2,2,4-trimethylhexamethylenedicarbamate C(C=C)(=O)OCCOC(NCC(CC(CCNC([O-])=O)C)(C)C)=O